methyl 5-chloro-2-(chlorosulfonyl)-3-methoxybenzoate ClC=1C=C(C(=C(C(=O)OC)C1)S(=O)(=O)Cl)OC